nickel bis(cyclopentadiene) C1=CC=CC1.C1=CC=CC1.[Ni]